monoethanolamine hydrogen fluoride salt F.C(O)CN